(2-chloroethyl)-3-isobutyl-urea ClCCNC(=O)NCC(C)C